1-(2-methylpyridin-3-yl)-N-((5-phenyl-1,3,4-thiadiazol-2-yl)methyl)-1H-1,2,3-triazole-4-carboxamide CC1=NC=CC=C1N1N=NC(=C1)C(=O)NCC=1SC(=NN1)C1=CC=CC=C1